copper-manganese sulfide [S-2].[Mn+2].[Cu+2].[S-2]